The molecule is a monohydroxybenzoic acid that is salicylic acid substituted by an amino group at the 5-position. It has a role as a non-steroidal anti-inflammatory drug. It is an aromatic amine, an amino acid, a member of phenols, a monocarboxylic acid and a monohydroxybenzoic acid. It derives from a salicylic acid. It is a conjugate acid of a mesalaminate(1-). C1=CC(=C(C=C1N)C(=O)O)O